1-methyl-1,4,5,6-tetrahydropyrrolo[3,4-c]pyrazole hydrochloride salt Cl.CN1N=CC2=C1CNC2